phenyl (2-(piperidin-1-yl)pyrimidin-5-yl)carbamate N1(CCCCC1)C1=NC=C(C=N1)NC(OC1=CC=CC=C1)=O